7-oxo-7-(pentadec-1,14-dien-8-yloxy)heptanoic acid O=C(CCCCCC(=O)O)OC(CCCCCC=C)CCCCCC=C